(5-methyltetrahydrofuran-3-yl)methanol CC1CC(CO1)CO